methyl 7-bromo-3-oxo-2,3-dihydro-1H-indene-1-carboxylate BrC=1C=CC=C2C(CC(C12)C(=O)OC)=O